ClC1=CC(=C(C=C1)CC=1N(C2=CC=C(C=C2C1)C(=O)N[C@@H](CO)C1=CC=C(C=C1)S(=O)(=O)CC)CC(O)([2H])[2H])C(F)(F)F 2-[[4-chloro-2-(trifluoromethyl)phenyl]methyl]-1-(2,2-dideuterio-2-hydroxy-ethyl)-N-[(1R)-1-(4-ethanesulfonylphenyl)-2-hydroxy-ethyl]indole-5-carboxamide